5-bromo-2-[(6-{[({3-fluorobicyclo[1.1.1]pentan-1-yl}methyl)amino]methyl}imidazo[1,2-a]pyridin-2-yl)methyl]-1,2-dihydro-2,7-naphthyridin-1-one BrC1=C2C=CN(C(C2=CN=C1)=O)CC=1N=C2N(C=C(C=C2)CNCC23CC(C2)(C3)F)C1